ethyl 4,4-difluoro-3-phenylbut-2-enoate FC(C(=CC(=O)OCC)C1=CC=CC=C1)F